ClC1=NC=C(C(=C1)C1=C(C=NC(=C1)C)C(=O)NC=1SC2=C(N1)CN(C2)C(C2=NC=C(C=C2)OC(F)(F)F)=O)OC 2'-chloro-5'-methoxy-6-methyl-N-(5-(5-(trifluoro-methoxy)picolinoyl)-5,6-dihydro-4H-pyrrolo[3,4-d]thiazol-2-yl)-[4,4'-bipyridine]-3-carboxamide